CC(=CC[C@@H](CC/C(=C/C=C/C(=C/C=C/C(=C/C=C/C=C(\\C)/C=C/C=C(\\C)/C=C/C=C(\\C)/C=C/[C@H](CC=C(C)C)C(C)(C)O)/C)/C)/C)C(C)(C)O)C The molecule is a C50 carotenoid that is an intermediate in the biosynthesis of bacterioruberin, a red-coloured pigment found in several Halobacterium and Haloarcula species. It has a role as a bacterial metabolite. It is a C50 carotenoid, a tertiary alcohol and a diol.